[6-[[4-(trifluoromethylsulfinyl)phenyl]methyl]-2-azaspiro[3.3]heptan-2-yl]methanone FC(S(=O)C1=CC=C(C=C1)CC1CC2(CN(C2)C=O)C1)(F)F